BrC=1C=C(C2=C(C=C([C@H](O2)C(F)(F)F)C(=O)O)C1)C1CC1 (S)-6-bromo-8-(cyclopropyl)-2-trifluoromethyl-2H-benzopyran-3-carboxylic acid